N-(5-Fluoropyridin-2-yl)-5-(1-methyl-1H-imidazol-5-yl)pyrazolo[1,5-a]pyridine-7-carboxamide FC=1C=CC(=NC1)NC(=O)C1=CC(=CC=2N1N=CC2)C2=CN=CN2C